NC1=C(C=2C(=NC=C(C2S1)F)C=1C2=C(C=3C=NC(=NC3C1F)N1C[C@@H](CC1)N1C[C@@H](N(CC1)C)C)COC2)C#N 2-Amino-4-(3-((R)-3-((S)-3,4-dimethylpiperazin-1-yl)pyrrolidin-1-yl)-5-fluoro-7,9-dihydrofuro[3,4-f]quinazolin-6-yl)-7-fluorothieno[3,2-c]pyridine-3-carbonitrile